Tert-butyl 4-[2-(7-fluoro-2-methylindazol-5-yl)thieno[2,3-d][1,3]thiazol-5-yl]-3-oxopiperidine-1-carboxylate FC1=CC(=CC2=CN(N=C12)C)C=1SC2=C(N1)SC(=C2)C2C(CN(CC2)C(=O)OC(C)(C)C)=O